FC1=CC(=C(C(=C1)C)C=1C(=NC=C(C(=O)O)C1O)C)C 5-(4-fluoro-2,6-dimethylphenyl)-4-hydroxy-6-methylnicotinic acid